C1(CCCCC1)CC(C(=O)NC(CC1C(NCC1)=O)C(CO)=O)NC(=O)C1(C2=CC=CC=C2C=2C=CC=CC12)NC(C(F)(F)F)=O N-(3-cyclohexyl-1-((4-hydroxy-3-oxo-1-(2-oxopyrrolidin-3-yl)butan-2-yl)amino)-1-oxopropan-2-yl)-9-(2,2,2-trifluoroacetamido)-9H-fluorene-9-carboxamide